3,4-Dichloroisothiazol ClC1=NSC=C1Cl